N-Ethyl-2-(4-(trifluoromethyl)phenyl)oxazole-4-carboxamide C(C)NC(=O)C=1N=C(OC1)C1=CC=C(C=C1)C(F)(F)F